CN(CCCCNC1=C(C=CC=C1)S(=O)(=O)NC1=C(C2=C([C@@H]3[C@H](CO2)C3)C=C1)C(=O)O)C |r| (1aRS,7bSR)-5-[2-(4-dimethylaminobutylamino)benzenesulfonylamino]-1,1a,2,7b-tetrahydrocyclopropa[c]benzopyran-4-carboxylic acid